ClC1=CC=C2C(=CC(=NC2=C1Cl)N1[C@@H](CCC1)COCCC(=O)O)N1C[C@@H](CC1)O 3-(((S)-1-(7,8-Dichloro-4-((R)-3-Hydroxypyrrolidin-1-Yl)Quinolin-2-Yl)Pyrrolidin-2-Yl)Methoxy)Propanoic Acid